CSC1=CC=C(C=C1)C=1OC2=C(N1)C=CC=C2 (4-(methylthio)phenyl)benzo[d]oxazole